N-(5-methyl-6-oxo-6,7,8,9-tetrahydro-5H-pyrazino[2,3-b]azepin-7-yl)-5-(1-phenylcyclopropyl)-1,3,4-oxadiazole-2-carboxamide CN1C2=C(CCC(C1=O)NC(=O)C=1OC(=NN1)C1(CC1)C1=CC=CC=C1)N=CC=N2